5-(2,5-dimethyl-1,2,3,4-tetrahydroisoquinolin-7-yl)-3-(1-(tetrahydro-2H-pyran-4-yl)-1H-pyrazol-4-yloxy)pyrazin-2-amine CN1CC2=CC(=CC(=C2CC1)C)C=1N=C(C(=NC1)N)OC=1C=NN(C1)C1CCOCC1